4-trifluoromethylphenol FC(C1=CC=C(C=C1)O)(F)F